N1(CCC(CC1)C(=O)OCC)C1CCNCC1 ethyl [1,4'-bipiperidine]-4-carboxylate